2-(3-(tert-butyl)phenyl)-N-((2-(2,6-dioxopiperidin-3-yl)-1-oxoisoindolin-4-yl)methyl)-2-oxoacetamide C(C)(C)(C)C=1C=C(C=CC1)C(C(=O)NCC1=C2CN(C(C2=CC=C1)=O)C1C(NC(CC1)=O)=O)=O